(2E)-3-(dimethylamino)-1-(4-phenoxyphenyl)-2-propen-1-one CN(/C=C/C(=O)C1=CC=C(C=C1)OC1=CC=CC=C1)C